7-(4-(4-(benzo[b]thiophen-4-yl)piperazin-1-yl)butoxy)-1-hexanoyl-3,4-dihydroquinolin-2(1H)-one S1C2=C(C=C1)C(=CC=C2)N2CCN(CC2)CCCCOC2=CC=C1CCC(N(C1=C2)C(CCCCC)=O)=O